C(C)(C)C1N2C(C3=CC(=C(C=C3C1)OCCCOC)C(=O)OC(C)C)=CC(C(=C2)C(=O)OC(C)(C)C)=O 3-tert-butyl 10-isopropyl 6-isopropyl-9-(3-methoxypropoxy)-2-oxo-6,7-dihydro-2H-pyrido[2,1-a]isoquinoline-3,10-dicarboxylate